1-iodo-3,5-undecadiene ICCC=CC=CCCCCC